C(C)(C)C=1C(=NNC1C=1C=C(C=2N(C1)N=CN2)C)C=2C=CC(=NC2)N(C)C 5-(4-isopropyl-5-(8-methyl-[1,2,4]triazolo[1,5-a]pyridin-6-yl)-1H-pyrazol-3-yl)-N,N-dimethylpyridin-2-amine